(S)-1-(2-(3-fluoro-4-methylphenyl)-2H-pyrazolo[3,4-d]pyrimidin-4-yl)-N-(thieno[2,3-c]pyridin-5-ylmethyl)piperidine-3-carboxamide FC=1C=C(C=CC1C)N1N=C2N=CN=C(C2=C1)N1C[C@H](CCC1)C(=O)NCC=1C=C2C(=CN1)SC=C2